5-((5-(2-methoxy-6-((4-methoxybenzyl)oxy)phenyl)-1H-pyrazol-3-yl)amino)pyrazine-2-carbonitrile COC1=C(C(=CC=C1)OCC1=CC=C(C=C1)OC)C1=CC(=NN1)NC=1N=CC(=NC1)C#N